BrC1=CC(=NC=C1)N1CCC(CC1)C(=O)N1N=CCC1C1=CC(=CC(=C1)F)F (1-(4-bromopyridin-2-yl)piperidin-4-yl)(5-(3,5-difluorophenyl)-4,5-dihydro-1H-pyrazole-1-yl)methanone